N-chloroacetyl-L-lysine ClCC(=O)N[C@@H](CCCCN)C(=O)O